N=1C=CN2N=C(C=CC21)C2=CNC=1N=C(N=C(C12)NC)NC1CCC(CC1)N1C(CCC1)=O 1-((1s,4s)-4-((5-(imidazo[1,2-b]pyridazin-6-yl)-4-(methylamino)-7H-pyrrolo[2,3-d]pyrimidin-2-yl)amino)cyclohexyl)pyrrolidin-2-one